ClC1=CC=C(C=C1)[Si](C1=CC=C(C=C1)C1=CC(=CC=C1)C=1N=C(C(=NC1)C1=CC=CC=C1)C1=CC=CC=C1)(C1=CC=CC=C1)C1=CC=CC=C1 5-(4'-((4-chlorophenyl)diphenylsilyl)-[1,1'-biphenyl]-3-yl)-2,3-diphenylpyrazine